CS(=O)(=O)NS(=O)(=O)C1=CC=C(C)C=C1 N-methylsulfonyl-p-toluenesulfonamide